tert-butyl (2S)-4-(7-(8-chloronaphthalen-1-yl)-6-fluoro-8-methyl-4-(methylthio)-1H-imidazo[4,5-c]quinolin-1-yl)-2-(cyanomethyl)piperidine-1-carboxylate ClC=1C=CC=C2C=CC=C(C12)C=1C(=CC=2C3=C(C(=NC2C1F)SC)N=CN3C3C[C@H](N(CC3)C(=O)OC(C)(C)C)CC#N)C